(3-cyano-4-n-propoxyphenyl)-2-thiazolecarboxylic acid C(#N)C=1C=C(C=CC1OCCC)C=1N=C(SC1)C(=O)O